imidazole-5-sulfonamide N1C=NC=C1S(=O)(=O)N